[Li+].[Al+3].P(=O)([O-])([O-])[O-].[Ge+2].P(=O)([O-])([O-])[O-] Germanium Phosphate Aluminum Lithium